hafnium selenate [Se](=O)(=O)([O-])[O-].[Hf+4].[Se](=O)(=O)([O-])[O-]